C(C1=CC=CC=C1)OC=1C=C2C(=CC=NC2=CC1OC)OC1=C(C=C(C=C1F)[N+](=O)[O-])F 6-(benzyloxy)-4-(2,6-difluoro-4-nitrophenoxy)-7-methoxyquinoline